C12(CC1)COC1=C2C(=CC=C1)OC=1C=CC(=NC1)N1C(NC=2C1=NC=CC2)=O 3-(5-spiro[2H-benzofuran-3,1'-cyclopropane]-4-yloxy-2-pyridinyl)-1H-imidazo[4,5-b]pyridin-2-one